O1CCOC12CCC(CC2)NC2=C(C=CC=C2)OC {1,4-dioxaspiro[4.5]dec-8-yl}-2-methoxyaniline